tricetyl-phosphonium C(CCCCCCCCCCCCCCC)[PH+](CCCCCCCCCCCCCCCC)CCCCCCCCCCCCCCCC